CCCCP(CCCC)CCCC Tri-n-butylphosphine